NC=1C2=C(N=C(N1)C)N(C=C2C=2C(=C1CCN(C1=CC2)C(C(O)C2=CC(=CC=C2)F)=O)F)C 1-(5-(4-amino-2,7-dimethyl-7H-pyrrolo[2,3-d]pyrimidin-5-yl)-4-fluoroindolin-1-yl)-2-(3-fluorophenyl)-2-hydroxyethanone